ClC1=NC=C(C(=N1)OC1=NC=2C=CC3=C(C2C=C1)C1=C(S3)C(N[C@@H](CN1)C)=O)CN1CC(N(CC1)C)=O (R)-3-((2-chloro-5-((4-methyl-3-oxopiperazin-1-yl)methyl)pyrimidin-4-yl)oxy)-10-methyl-9,10,11,12-tetrahydro-8H-[1,4]diazepino[5',6':4,5]thieno[3,2-f]quinolin-8-one